[Pb].[As].[Cd].C(#N)C=1C=C(C=CC1)C=1N=C(SC1C=1C=C2C(=NC=NC2=CC1)C)C1(N(CCNC1)C(=O)N)CC1CC1 [4-(3-cyanophenyl)-5-(4-methylquinazolin-6-yl)thiazol-2-yl]-2-(cyclopropylmethyl)piperazine-1-carboxamide cadmium-arsenic-lead